ClC=1C(=NC(=NC1)NC1=NOC(=C1)C)C1=CC=C2CN(C(C2=C1)=O)[C@@H](C(=O)N[C@H](CO)C1=CC(=CC(=C1)OC)F)C (2R)-2-(6-{5-Chloro-2-[(5-methyl-1,2-oxazol-3-yl)amino]pyrimidin-4-yl}-1-oxo-2,3-dihydro-1H-isoindol-2-yl)-N-[(1S)-1-(3-fluoro-5-methoxyphenyl)-2-hydroxyethyl]propanamid